C(CCCCCCC)C(OC(C(=O)N)CCCCCCCC)C(=O)N di-octyl-diglycolamide